NC=1C=C(C=C(C1)C(F)(F)F)[C@@H](C)NC1=NC=2N(C3=CC4=C(C=C13)OCCO4)C=CN2 (R)-N-(1-(3-amino-5-(trifluoromethyl)phenyl)ethyl)-8,9-dihydro-[1,4]dioxino[2,3-g]imidazo[1,2-a]quinazolin-5-amine